NCCCC[C@@H](C(N1[C@@H](CCC1)C(=O)N1CC2=CC=CC=C2CC1)=O)NC(=O)C=1NC2=CC=C(C=C2C1)C(F)(F)P(O)(O)=O ((2-(((S)-6-amino-1-oxo-1-((S)-2-(1,2,3,4-tetrahydroisoquinoline-2-carbonyl)pyrrolidin-1-yl)hexan-2-yl)carbamoyl)-1H-indol-5-yl)difluoromethyl)phosphonic acid